C[C@@]1(N(CC1)C(C=C)=O)COC=1C=NC=CC1C1=C(C2=NC=CC=C2N1)C1=CC(=CC=C1)C(F)(F)F 1-[(2S)-2-methyl-2-{[(4-{3-[3-(trifluoromethyl)phenyl]-1H-pyrrolo[3,2-b]pyridin-2-yl}pyridin-3-yl)oxy]methyl}azetidin-1-yl]prop-2-en-1-one